S[C@H]1[C@@H](CCC2=CC=CC=C12)O |r| Racemic-trans-1-sulfanyl-1,2,3,4-tetrahydronaphthalen-2-ol